(cyclopropylmethyl)azetidin-3-amine HCl Cl.C1(CC1)CN1CC(C1)N